C[C@H]1[C@@H](C[C@H]([C@@H](O1)OCCCCCCCCCCCC[C@H](CC(=O)O)O)O)OC(=O)C2=CNC3=CC=CC=C32 The molecule is an omega-hydroxy fatty acid ascaroside that is bhos#26 in which the hydroxy group at position 4 of the ascarylopyranose moiety has been has been converted to the corresponding 1H-indole-3-carboxylate ester. It is a metabolite of the nematode Caenorhabditis elegans. It has a role as a Caenorhabditis elegans metabolite. It is a 3-hydroxy carboxylic acid, a 4-O-(1H-indol-3-ylcarbonyl)ascaroside, an omega-hydroxy fatty acid ascaroside and a monocarboxylic acid. It derives from a bhos#26 and a (3R)-3,15-dihydroxypentadecanoic acid.